Benzo[c]cinnoline-5-oxide C1=CC=CC=2[N+](=NC=3C=CC=CC3C21)[O-]